C1NCC2=C1CN(C2)C=O (2,3,4,6-tetrahydro-1H-pyrrolo[3,4-c]pyrrol-5-yl)methanone